(2S,4R)-4-((3-(2,4-dioxotetrahydropyrimidin-1(2H)-yl)pyrazolo[1,5-a]pyridin-5-yl)methyl)-N,N,2-trimethylpiperidine-1-sulfonamide O=C1N(CCC(N1)=O)C=1C=NN2C1C=C(C=C2)C[C@H]2C[C@@H](N(CC2)S(=O)(=O)N(C)C)C